Dicumenyl peroxide CC(C)(C1=CC=CC=C1)OOC(C)(C)C2=CC=CC=C2